O=C1NC(CCC1NC1=CC(=C(C=C1)N(C(=O)C1CCNCC1)C)F)=O N-(4-((2,6-dioxopiperidin-3-yl)amino)-2-fluorophenyl)-N-methylpiperidine-4-carboxamide